C1(CC1)C(=O)N1C[C@H](CC1)NC1=CC=C2C=NC(=NC2=C1)NC1=C(C=C2CCN(CC2=C1)C)OC cyclopropyl[(3S)-3-({2-[(6-meth-oxy-2-methyl-1,2,3,4-tetrahydro-isoquinolin-7-yl)amino]quinazolin-7-yl}amino)pyrrolidin-1-yl]-methanone